FC1=C(C(=CC=C1)F)N1N=C(CC1)N 1-(2,6-difluorophenyl)-4,5-dihydro-1H-pyrazol-3-amine